tert-Butyl 5-({(3R)-3-[(triethylsilyl)oxy]-D-prolyl}amino)-1H-pyrrolo[3,2-b]pyridine-1-carboxylate C(C)[Si](O[C@H]1[C@@H](NCC1)C(=O)NC1=CC=C2C(=N1)C=CN2C(=O)OC(C)(C)C)(CC)CC